C(C)(C)(C)C1=CC=C2CN[SH4]C3=CN=CC(NCCCC4CC(N(C2=N1)C4)(C)C)=N3 8-tert-Butyl-12,12-dimethyl-2λ6-thia-3,9,11,18,21,23-hexaazatetracyclo[17.3.1.111,14.05,10]tetracosa-1(22),5,7,9,19(23),20-hexaene